FC1(CCC12CN(CC2)C2=NC(=CC1=C2N=C(N=C1)NC1CCN(CC1)S(=O)(=O)C)C)F 8-(1,1-difluoro-6-azaspiro[3.4]octan-6-yl)-6-methyl-N-(1-(methylsulfonyl)piperidin-4-yl)pyrido[3,4-d]pyrimidin-2-amine